CN1CCC(CC1)CC(=O)O 2-(1-methylpiperidin-4-yl)acetic acid